ClC1=C(C=C(C=C1NC1=NC=2N(C(=N1)NC1CC1)N=CC2C#N)C#N)N2CCN(CC2)C2CCN(CC2)CC(=O)N 2-{4-[4-(2-Chloro-5-cyano-3-{[8-cyano-4-(cyclopropylamino)pyrazolo[1,5-a][1,3,5]triazin-2-yl]amino}phenyl)piperazin-1-yl]piperidin-1-yl}acetamide